methyl 4-amino-1-(2-((1R,3S,5R)-3-((6-bromopyridin-2-yl) carbamoyl)-2-azabicyclo[3.1.0]hex-2-yl)-2-oxoethyl)-1H-pyrrolo[2,3-b]pyridine-5-carboxylate NC1=C2C(=NC=C1C(=O)OC)N(C=C2)CC(=O)N2[C@@H]1C[C@@H]1C[C@H]2C(NC2=NC(=CC=C2)Br)=O